S1C=NC2=C1C=C(C=C2)[C@@H](C=2N=NN(C2)C2CCN(CC2)C(C)(C)C)NC=2C=C1C(=C(C=NC1=C(C2)Cl)C#N)NC2=CC(=C(C=C2)F)Cl (S)-6-((benzo[d]thiazol-6-yl(1-(1-(tert-butyl)piperidin-4-yl)-1H-1,2,3-triazol-4-yl)methyl)amino)-8-chloro-4-((3-chloro-4-fluorophenyl)amino)quinoline-3-carbonitrile